ClC1=NC2=CC=C(C=C2C(=N1)NC1=CC=C(C=C1)Cl)C=1C(=NOC1C)C 2-chloro-N-(4-chlorophenyl)-6-(3,5-dimethylisoxazol-4-yl)quinazolin-4-amine